C1(=CC=CC=C1)C=1C=CC=C2C(CC(OC12)N1CCOCC1)=O 8-phenyl-2-(morpholin-4-yl)-chroman-4-one